CC1=CC=C(C=C1)S(=O)(=O)OCC1CCC(CC1)=O (4-Oxocyclohexyl)methyl 4-methylbenzenesulfonate